Tetrahydro-1H-thieno[3,4-d]imidazol-2(3H)-on N1C(NC2C1CSC2)=O